(2S)-2-amino-N-[4-bromo-3-chloro-2-(2,6-difluorobenzoyl)phenyl]Propionamide N[C@H](C(=O)NC1=C(C(=C(C=C1)Br)Cl)C(C1=C(C=CC=C1F)F)=O)C